3-(5-{[(5-chlorothiophen-2-yl)methyl]amino}-1-(2,2-dimethylpropanoyl)-1H-pyrazol-3-yl)-1-(2-methoxyethyl)-1,2-dihydropyridin-2-one ClC1=CC=C(S1)CNC1=CC(=NN1C(C(C)(C)C)=O)C=1C(N(C=CC1)CCOC)=O